N[C@@H](CCC(=O)O)C(=O)NCCCC[C@H](NC)C(=O)O N6-(glutamyl)-N2-methyl-lysine